(S)-2-hydroxy-2-methyl-4-(2,4,5-trimethyl-3,6-dioxa-cyclohexa-1,4-dienyl)butanamide O[C@](C(=O)N)(CCC1=C(OC(=C(O1)C)C)C)C